C1=CC2=C(C(=C1)O[C@H]3[C@@H]([C@H]([C@@H]([C@H](O3)CO)O)O)O)C(=O)C4=C([C@@H]2[C@H]5C6=C(C(=CC=C6)O[C@H]7[C@@H]([C@H]([C@@H]([C@H](O7)CO)O)O)O)C(=O)C8=C5C=C(C=C8O)C(=O)O)C=C(C=C4O)C(=O)O The molecule is a member of the class of sennosides that is (9R,9'S)-9,9',10,10'-tetrahydro-9,9'-bianthracene-2,2'-dicarboxylic acid which is substituted by hydroxy groups at positions 4 and 4', by beta-D-glucopyranosyloxy groups at positions 5 and 5', and by oxo groups at positions 10 and 10'. It is a member of sennosides and an oxo dicarboxylic acid.